6-(4-((4-(tert-Butoxycarbonyl)piperazin-1-yl)methyl)piperidin-1-yl)pyridazine-3-carboxylic Acid C(C)(C)(C)OC(=O)N1CCN(CC1)CC1CCN(CC1)C1=CC=C(N=N1)C(=O)O